ClC=1C(=C(C=CC1F)[C@@H]1[C@H](O[C@](C1)(C(F)(F)F)C)C(=O)NC1=CC(=NC=C1)C(=O)NC)OC 4-((2S,3R,5R)-3-(3-chloro-4-fluoro-2-methoxyphenyl)-5-methyl-5-(trifluoromethyl)tetrahydrofuran-2-carboxamido)-N-methylpicolinamide